C(C)C1=C(C(=O)OC)C=CC(=C1)C=1N(C=C(N1)C(F)(F)F)C methyl 2-ethyl-4-[1-methyl-4-(trifluoromethyl)imidazol-2-yl]benzoate